C(C)(C)(C)OC(=O)N1CCN(CC1)C=1C=CC(=C2N=C(OC21)C)C(=O)OC methyl 7-[4-(tert-butoxycarbonyl)piperazin-1-yl]-2-methyl-1,3-benzoxazole-4-carboxylate